N-(1-(1H-indol-3-yl)hexan-2-yl)-6-(4-methylpiperazin-1-yl)benzo[d]thiazole-2-Formamide N1C=C(C2=CC=CC=C12)CC(CCCC)NC(=O)C=1SC2=C(N1)C=CC(=C2)N2CCN(CC2)C